(3S,5R)-3-amino-5-methylpiperidine N[C@@H]1CNC[C@@H](C1)C